(R)-N-((1r,4R)-4-ethoxy-4-(trifluoromethyl)cyclohexyl)-4-(5-(6-methylpyrimidin-4-yl)-1H-pyrazole-3-carbonyl)-4-azaspiro[2.5]octane-7-carboxamide C(C)OC1(CCC(CC1)NC(=O)[C@@H]1CCN(C2(CC2)C1)C(=O)C1=NNC(=C1)C1=NC=NC(=C1)C)C(F)(F)F